C(C)NC(=O)NC1=CC(=NO1)CN1CCC(CC1)C=1C(=NC(=CC1)N1N=CC=C1)C 1-ethyl-3-(3-((4-(2-methyl-6-(1H-pyrazol-1-yl)pyridin-3-yl)piperidin-1-yl)methyl)isoxazol-5-yl)urea